ClC1=C(C(=CC=2CN3[C@@H](COC21)CN(CC3)C(=O)OC(C)(C)C)COC)C3=C(C=CC=C3O)Cl Tert-butyl (12aR)-10-chloro-9-(2-chloro-6-hydroxyphenyl)-8-(methoxymethyl)-3,4,12,12a-tetrahydro-6H-pyrazino[2,1-c][1,4]benzoxazepine-2(1H)-carboxylate